(S)-1-(2-chloro-5-(1-(1-methylpiperidin-4-yl)-1H-pyrazol-4-yl)pyrimidin-4-yl)piperidin-3-ol ClC1=NC=C(C(=N1)N1C[C@H](CCC1)O)C=1C=NN(C1)C1CCN(CC1)C